BrC=1C=C(C(=NC1)OC(C(C)S(=O)(=O)C)=O)C(F)(F)F [5-bromo-3-(trifluoromethyl)pyridin-2-yl]-2-methanesulfonylpropanoate